C(C)(=O)OCCCNC(=O)C=1N(C2=CC=CC=C2C1)C 3-[(1-methyl-1H-indole-2-carbonyl) amino]Propyl acetate